γ-methacryloyloxypropyldiethoxymethylsilane C(C(=C)C)(=O)OCCC[SiH2]C(OCC)OCC